C(C=C)C(C(F)(F)OC(C(CC=C)(F)F)(F)F)(F)F allyl-1,1,2,2-tetrafluoroethyl ether